(S)-1'-(3-(3,4-dihydro-1,5-naphthyridin-1(2H)-yl)-1H-pyrazolo[3,4-b]pyrazin-6-yl)-4-fluoro-1,3-dihydrospiro[indene-2,4'-piperidin]-1-amine N1(CCCC2=NC=CC=C12)C1=NNC2=NC(=CN=C21)N2CCC1(CC2)[C@@H](C2=CC=CC(=C2C1)F)N